4-methylpentane-1-sulfonic acid CC(CCCS(=O)(=O)O)C